C(C=C)(=O)C(C(S(=O)(=O)[O-])(C)C)C.[Na+] sodium acryloyldimethylpropanesulfonate